O=C(CCC(=O)O)N1[C@@H](CCC1)C(=O)OC(C)(C)C1=CC=CC=C1 4-oxo-4-((S)-2-(((2-phenylpropan-2-yl)oxy)carbonyl)pyrrolidin-1-yl)butyric acid